N(=[N+]=[N-])C(C(C(=O)OC)NC(=O)OC(C)(C)C)C methyl 3-azido-2-((tert-butoxycarbonyl)amino)butanoate